CN(C(=O)C=1C=NN2C1CN(CC2)C(NC2=CC(=C(C=C2)F)Cl)=O)C2(CC2)C2=C(C(=O)O)C=CC=C2 2-(1-(N-methyl-5-[(3-chloro-4-fluorophenyl)carbamoyl]-4H,5H,6H,7H-pyrazolo[1,5-a]pyrazine-3-amido)cyclopropyl)benzoic acid